3-((3S,4S)-4-amino-3-methyl-2-oxa-8-azaspiro[4.5]decan-8-yl)-6-((2,3-dichlorophenyl)thio)-1-methylpyrazin-2(1H)-one N[C@@H]1[C@@H](OCC12CCN(CC2)C=2C(N(C(=CN2)SC2=C(C(=CC=C2)Cl)Cl)C)=O)C